3-chloromethyl-4-methylpyrrole ClCC1=CNC=C1C